C(C1=CC=CC=C1)NC1=NN=C(C2=CC=CC=C12)C1=CC(=CC=C1)[N+](=O)[O-] N-benzyl-4-(3-nitrophenyl)phthalazine-1-amine